CC=1C=CC=2C(C3=CC=C(C=C3OC2C1)C)NC(=O)C1=CC(=C(NC1=O)C(F)(F)F)C1=CNC(C=C1)=O N-(3,6-dimethyl-9H-xanthen-9-yl)-6,6'-dioxo-2-(trifluoromethyl)-1,1',6,6'-tetrahydro-[3,3'-bipyridine]-5-carboxamide